2-cyclopropyl-5'-fluoro-2'-((4-(7-((2-oxo-2,3-dihydrobenzo[d]oxazol-5-yl)methyl)-2,7-diazaspiro[4.4]nonan-2-yl)pyrimidin-5-yl)oxy)-[1,1'-biphenyl]-4-carbonitrile C1(CC1)C1=C(C=CC(=C1)C#N)C1=C(C=CC(=C1)F)OC=1C(=NC=NC1)N1CC2(CC1)CN(CC2)CC=2C=CC1=C(NC(O1)=O)C2